2-(1,11-Dibenzyl-13,13-dimethyl-2,3,4,8,9,10,11,13-octahydrobenzo[1,2-g:5,4-g']diquinolin-6-ylium-6(1H)-yl)-benzoate C(C1=CC=CC=C1)N1CCCC2=CC3=C(C=C12)C(C1=C(C=C2CCCN(C2=C1)CC1=CC=CC=C1)[C+]3C3=C(C(=O)[O-])C=CC=C3)(C)C